3-({4-[(2S)-2,3-dihydro-1,4-benzodioxin-2-yl]benzyl}amino)-4,4-dimethylpentanoic acid O1[C@H](COC2=C1C=CC=C2)C2=CC=C(CNC(CC(=O)O)C(C)(C)C)C=C2